FC12CC(C1)(C2)N2C=NC=C2 1-(3-fluorobicyclo[1.1.1]pentan-1-yl)-1H-imidazole